(3-bromo-2-hydroxyphenyl)-3-(dimethylamino)prop-2-en-1-one BrC=1C(=C(C=CC1)C(C=CN(C)C)=O)O